3-methoxy-5-(((2-(trifluoromethyl)pyridin-3-yl)oxy)methyl)piperidine-1-carboxylic acid COC1CN(CC(C1)COC=1C(=NC=CC1)C(F)(F)F)C(=O)O